1-(3-((4-((4-chloro-3-(oxazol-5-yl)phenyl)-amino)-7-methoxy-quinazolin-6-yl)oxy)-pyrrolidin-1-yl)prop-2-en-1-one ClC1=C(C=C(C=C1)NC1=NC=NC2=CC(=C(C=C12)OC1CN(CC1)C(C=C)=O)OC)C1=CN=CO1